N-(8-fluoro-7-(2-hydroxypropan-2-yl)-2-(piperidin-4-yl)imidazo[1,2-a]pyridin-6-yl)-6-(trifluoromethyl)pyridinecarboxamide FC=1C=2N(C=C(C1C(C)(C)O)NC(=O)C1=NC(=CC=C1)C(F)(F)F)C=C(N2)C2CCNCC2